4-[(3S)-2-oxopiperidin-3-yl]butyl 6-methylimidazo[2,1-b][1,3]thiazole-5-carboxylate CC=1N=C2SC=CN2C1C(=O)OCCCC[C@@H]1C(NCCC1)=O